BrC1=C(C(=CC2=C1C(C(O2)(C2=NC=CC=C2)CN2C(C1=CC=CC=C1C2=O)=O)=C)F)Cl 2-((4-Bromo-5-chloro-6-fluoro-3-methylene-2-(pyridin-2-yl)-2,3-dihydrobenzofuran-2-yl)methyl)isoindoline-1,3-dione